rac-(1r,2s,5r)-N-(4-(2-amino-2-oxoethyl)phenyl)-2-isopropyl-5-methyl-cyclohexane-1-carboxamide NC(CC1=CC=C(C=C1)NC(=O)[C@H]1[C@@H](CC[C@H](C1)C)C(C)C)=O |r|